4-(((4-methoxyphenyl)sulfonamido)naphthalen-1-yl)-N-(2-oxo-2-(2-oxothiazolidin-3-yl)ethyl)benzenesulfonamide COC1=CC=C(C=C1)S(=O)(=O)NC1=C(C2=CC=CC=C2C=C1)C1=CC=C(C=C1)S(=O)(=O)NCC(N1C(SCC1)=O)=O